C(C)(C)(C)OC(=O)N(C(OC(C)(C)C)=O)C=1N=NC=C(C1)CN1CCOC2=C(C1)C=C(C=C2Cl)N2C=CC1=CC(=CC=C21)F Tert-butyl N-(tert-butoxycarbonyl)-N-(5-{[9-chloro-7-(5-fluoroindol-1-yl)-3,5-dihydro-2H-1,4-benzoxazepin-4-yl]methyl}pyridazin-3-yl)carbamate